ClC=1C=CC(=C(C1)[C@H](CC1=NC(=NC(=N1)N[C@@H](CO)CC(C)C)NS(=O)(=O)C)C)F N-(4-((S)-2-(5-chloro-2-fluorophenyl)propyl)-6-(((R)-1-hydroxy-4-methylpent-2-yl)amino)-1,3,5-triazin-2-yl)methanesulfonamide